O(CC=CC(=O)O)CC=CC(=O)O 2'-[oxybis(methylene)]bisacrylic acid